3-(4-{4-[2-(diethylamino)ethyl]piperazine-1-sulfonyl}phenyl)-1-(pyridin-3-ylmethyl)urea C(C)N(CCN1CCN(CC1)S(=O)(=O)C1=CC=C(C=C1)NC(NCC=1C=NC=CC1)=O)CC